(S)-1-(azetidin-3-ylmethyl)-N-(3-chloro-2,4-difluorophenyl)-N-methyl-3-(6-methyl-4-(trifluoromethyl)pyridin-2-yl)-2-oxoimidazolidine-4-carboxamide N1CC(C1)CN1C(N([C@@H](C1)C(=O)N(C)C1=C(C(=C(C=C1)F)Cl)F)C1=NC(=CC(=C1)C(F)(F)F)C)=O